1-(2,4-Dichlorophenyl)-N-((2,5-dimethylphenyl)sulfonyl)-5-methyl-1H-1,2,3-triazole-4-carboxamide ClC1=C(C=CC(=C1)Cl)N1N=NC(=C1C)C(=O)NS(=O)(=O)C1=C(C=CC(=C1)C)C